2-(1-(4-(3-(4-Cyano-3-(trifluoromethyl)phenyl)-5,5-dimethyl-4-oxo-2-thioxoimidazolidin-1-yl)phenyl)piperidin-4-yl)ethyl 4-methylbenzenesulfonate CC1=CC=C(C=C1)S(=O)(=O)OCCC1CCN(CC1)C1=CC=C(C=C1)N1C(N(C(C1(C)C)=O)C1=CC(=C(C=C1)C#N)C(F)(F)F)=S